[1,1'-biphenyl]-4,4'-disulfonic acid sodium salt [Na+].C1(=CC=C(C=C1)S(=O)(=O)[O-])C1=CC=C(C=C1)S(=O)(=O)[O-].[Na+]